(6R,7R)-3-[(acetoxyl)methyl]-7-[(2-amino-4-thiazolyl)-(methoxyimino)acetamido]-8-oxo-5-thia-1-azabicyclo[4.2.0]oct-2-ene-2-carboxylic acid O(C(=O)C)CC1=C(N2C([C@H]([C@H]2SC1)NC(C(=NOC)C=1N=C(SC1)N)=O)=O)C(=O)O